3-(4'-chloro-3-methyl-[1,1'-biphenyl]-4-yl)-1-(cyclopentylmethyl)piperidine ClC1=CC=C(C=C1)C1=CC(=C(C=C1)C1CN(CCC1)CC1CCCC1)C